(4-(4-ethyl-1,4-diazepan-1-yl)-3-nitrophenyl)(4-(4-((6-(trifluoromethyl)pyridazin-3-yl)oxy)-phenyl)piperidin-1-yl)methanone C(C)N1CCN(CCC1)C1=C(C=C(C=C1)C(=O)N1CCC(CC1)C1=CC=C(C=C1)OC=1N=NC(=CC1)C(F)(F)F)[N+](=O)[O-]